COC=1C=C(C=CC1OC)[C@@]12CCN([C@H]2C[C@@H](C=C1)O)C |r| rac-(3aR,6S,7aS)-3a-(3,4-dimethoxyphenyl)-1-methyl-2,3,3a,6,7,7a-hexahydro-1H-indol-6-ol